[Si](C)(C)(C(C)(C)C)O[C@@H]([C@H](CC#N)OCC1CCC1)C1=CC(=C(C(=C1)OC)C)OC (3S,4R)-4-((tert-butyldimethylsilyl)oxy)-3-(cyclobutylmethoxy)-4-(3,5-dimethoxy-4-methylphenyl)butanenitrile